C(C1=CC=CC=C1)N1CCC(CC1)C=1C=C2C(=C(NC2=CC1)C1=CC(=NC(=C1)C)C)C(C)C 5-(1-benzylpiperidin-4-yl)-2-(2,6-dimethylpyridin-4-yl)-3-isopropyl-1H-indole